tert-butyl 2-(6-(tert-butyl) pyridin-2-yl)-7-azaspiro[3.5]nonane-7-carboxylate C(C)(C)(C)C1=CC=CC(=N1)C1CC2(C1)CCN(CC2)C(=O)OC(C)(C)C